FC1=CC=C2C(=NC(=NC2=C1)C)NC(C(=O)O)CCN(CCCCC1=NC=2NCCCC2C=C1)CCOC1=CC=C(C=C1)F 2-((7-fluoro-2-methylquinazolin-4-yl)amino)-4-((2-(4-fluorophenoxy)ethyl)(4-(5,6,7,8-tetrahydro-1,8-naphthyridin-2-yl)butyl)amino)butanoic acid